(S)-2-amino-3-(2-chloro-5-(trifluoromethyl)pyridin-3-yl)propionic acid methyl ester COC([C@H](CC=1C(=NC=C(C1)C(F)(F)F)Cl)N)=O